FC(C(CC(=O)O)=O)(F)F 4,4,4-trifluoro-3-oxobutanoic acid